COC=1C=C2C(NC=NC2=CC1OC)=O 6,7-dimethoxy-3,4-dihydroquinazolin-4-one